N[C@@]1(CN(CC1)C1=C(C(=NC=C1C(=O)N[C@@H](C)C1CC1)C)C1=CC(=CC(=C1)F)F)C 4-((S)-3-amino-3-methylpyrrolidin-1-yl)-N-((S)-1-cyclopropylethyl)-5-(3,5-difluorophenyl)-6-methylnicotinamide